2-(4-(2-(3,5-difluorophenylamino)-4-(4-(piperidin-4-yl)phenylamino)pyrimidin-5-yl)-1H-pyrazol-1-yl)ethan-1-ol FC=1C=C(C=C(C1)F)NC1=NC=C(C(=N1)NC1=CC=C(C=C1)C1CCNCC1)C=1C=NN(C1)CCO